(R)-1-(2-(5-amino-3-chloropyridin-2-yl)-2H-1,2,3-triazol-4-yl)ethan-1-ol NC=1C=C(C(=NC1)N1N=CC(=N1)[C@@H](C)O)Cl